C(C1=CC=CC=C1)OC(=O)NC(N[C@](C(=O)OC(C)C)(CC(C)(C)C)C1=CC=C(C=C1)Br)=S Isopropyl (R)-2-(3-((benzyloxy)carbonyl)thioureido)-2-(4-bromophenyl)-4,4-dimethylpentanoate